3-(4-benzylpiperazine-1-yl)-N-(4-phenylthiazole-2-yl)propionamide C(C1=CC=CC=C1)N1CCN(CC1)CCC(=O)NC=1SC=C(N1)C1=CC=CC=C1